1-(3-chlorophenoxy)-3-fluoro-2-nitro-benzene ClC=1C=C(OC2=C(C(=CC=C2)F)[N+](=O)[O-])C=CC1